3-(6-phenylquinazolin-8-yl)-2,5-dihydro-1H-pyrrole-1-carboxylic acid tert-butyl ester C(C)(C)(C)OC(=O)N1CC(=CC1)C=1C=C(C=C2C=NC=NC12)C1=CC=CC=C1